C1(CC1)CN(C(OC(C)(C)C)=O)[C@H]1CN(CCC1)C=1C=NC(=C(C1)C)C(C)N1N=NC(=C1)C=1C=NC=C(C1)C1CC1 tert-butyl (cyclopropylmethyl)((3R)-1-(6-(1-(4-(5-cyclopropylpyridin-3-yl)-1H-1,2,3-triazol-1-yl)ethyl)-5-methylpyridin-3-yl)piperidin-3-yl)carbamate